N-(5-(4-chlorophenyl)thiazolo[5,4-b]pyridin-2-yl)-6-cyano-2-(5-cyano-2-methoxyphenyl)nicotinamide ClC1=CC=C(C=C1)C1=CC=C2C(=N1)SC(=N2)NC(C2=C(N=C(C=C2)C#N)C2=C(C=CC(=C2)C#N)OC)=O